N,N-bis(2-propynyl)aniline C(C#C)N(C1=CC=CC=C1)CC#C